(R)-6-(3-cyanopyrrolo[1,2-b]pyridazin-7-yl)-4-((4-(2-(difluoromethyl)pyrimidin-5-yl)cyclohexyl)amino)-N-(2-fluoro-3-hydroxy-3-methylbutyl)nicotinamide C(#N)C1=CC=2N(N=C1)C(=CC2)C2=NC=C(C(=O)NC[C@H](C(C)(C)O)F)C(=C2)NC2CCC(CC2)C=2C=NC(=NC2)C(F)F